ClC=1C=C(C=CC1Cl)NC(C1=CC=C(C=C1)NS(=O)(=O)C1=CC(=C(C=C1)F)F)=O N-(3,4-dichlorophenyl)-4-((3,4-difluorophenyl)sulfonamido)benzamide